3-bromo-7-(methylsulfonyl)-5,6,7,8-tetrahydro-[1,2,4]triazolo[4,3-a]pyrazine BrC1=NN=C2N1CCN(C2)S(=O)(=O)C